5-((5-(3-fluoro-4-(trifluoromethyl)phenyl)oxazol-2-yl)amino)-N'-hydroxy-3-((4-methoxybenzyl)oxy)picolinimidamide FC=1C=C(C=CC1C(F)(F)F)C1=CN=C(O1)NC=1C=C(C(=NC1)C(N)=NO)OCC1=CC=C(C=C1)OC